N-(cis-4-ethoxycyclohexyl)-5-(quinoxalin-6-yl)-7H-pyrrolo[2,3-d]pyrimidin-2-amine C(C)O[C@H]1CC[C@H](CC1)NC=1N=CC2=C(N1)NC=C2C=2C=C1N=CC=NC1=CC2